BrC1=CC=C(C=C1)NC(C1=CC(=CC=C1)S(NC1=CC(=CC=C1)C(F)(F)F)(=O)=O)=O N-(4-bromophenyl)-3-(N-(3-(trifluoromethyl)phenyl)sulfamoyl)benzamide